4-[3-iodo-5-[4-(1-methylpyrazol-4-yl)cyclohexoxy]-1,6-naphthyridin-7-yl]morpholine IC=1C=NC2=CC(=NC(=C2C1)OC1CCC(CC1)C=1C=NN(C1)C)N1CCOCC1